FC(C(=O)OC(C(F)(F)F)=O)(F)F trifluoroacetyl 2,2,2-trifluoroacetate